FC1=CC(=C(C=C1C1=NN=C(N1)C1=CC=C(C=C1)F)NC(=O)C=1C=NN2C1C=CC=C2)C N-[4-Fluoro-5-[5-(4-fluorophenyl)-4H-1,2,4-triazol-3-yl]-2-methylphenyl]pyrazolo[1,5-a]pyridine-3-carboxamide